N-(4-(4-(2-cyanoethyl)piperazin-1-yl)phenyl)-4-((8-methyl-2,3-dihydro-1H-pyrido[2,3-b][1,4]oxazin-7-yl)amino)-2-oxo-1,2-dihydropyridine-3-carboxamide C(#N)CCN1CCN(CC1)C1=CC=C(C=C1)NC(=O)C=1C(NC=CC1NC1=C(C2=C(OCCN2)N=C1)C)=O